tert-butyl ((3S)-7-fluoro-6-(2-hydroxy-3-(piperazin-1-yl)propyl)-1-methyl-2-oxo-1,2,3,4,5,6-hexahydrobenzo[b][1,4]diazocin-3-yl)carbamate FC1=CC=CC=2N(C([C@H](CCN(C21)CC(CN2CCNCC2)O)NC(OC(C)(C)C)=O)=O)C